O1C(=CC2=C1C=CC=C2)CN2C=CC=1C=NC=C(C12)C(=O)OC methyl 1-(benzofuran-2-ylmethyl)-1H-pyrrolo[3,2-c]pyridine-7-carboxylate